C(C)(C)(C)N[C@@H]([C@H](O)C)C(=O)O tertiary butyl-L-threonine